isocyanoglucose [C-]#[N+]C(=O)[C@@H]([C@H]([C@@H]([C@@H](CO)O)O)O)O